FC=1C=C(C=NC1)N1N=C(C(C=C1C)=O)C(=O)NC1CCC2=C(NC1=O)C=CC=C2 1-(5-fluoropyridin-3-yl)-6-methyl-4-oxo-N-(2-oxo-2,3,4,5-tetrahydro-1H-benzo[b]azepin-3-yl)-1,4-dihydropyridazine-3-carboxamide